FC(C1=CC=C(C=C1)CCCNC1=CC=C(C=C1)NC(CCCCCCC)=O)(F)F N-(4-((3-(4-(Trifluoromethyl)phenyl)propyl)amino)phenyl)octanamid